N-(4-chloro-2-methylbenzyl)-5-(N-methylaminosulfonyl)thiophene-2-carboxamide ClC1=CC(=C(CNC(=O)C=2SC(=CC2)S(=O)(=O)NC)C=C1)C